ClCC1=CC=C(C=C1)N1C(=NC=2C1=NC(=CC2)C2=NN=CN2C)C=2C(=NC=CC2)N 3-(3-(4-(Chloromethyl)phenyl)-5-(4-methyl-4H-1,2,4-triazol-3-yl)-3H-imidazo[4,5-b]pyridin-2-yl)pyridin-2-amine